C(C)(C)(C)OC(=O)N[C@H](C(=O)O)CC1=CC(=CC(=C1)F)OCB(O)O (2S)-2-[(tert-butoxycarbonyl)amino]-3-{3-[(dihydroxyboranyl)methoxy]-5-fluorophenyl}propanoic acid